C(#N)CC1CCC(CC1)N1C(=NC=2C1=C1C(=NC2)NC=C1)CON=C(CCOC)N N'-((1-((1r,4r)-4-(Cyanomethyl)cyclohexyl)-1,6-dihydroimidazo[4,5-d]pyrrolo[2,3-b]pyridin-2-yl)methoxy)-3-methoxypropanimidamide